N-[7-bromo-1-(carbamoylmethyl)-4-(2-chloro-5-fluorophenoxy)-3-(1,3-dioxoisoindol-2-yl)indazol-5-yl]-3-fluoro-5-(trifluoromethyl)benzamide BrC=1C=C(C(=C2C(=NN(C12)CC(N)=O)N1C(C2=CC=CC=C2C1=O)=O)OC1=C(C=CC(=C1)F)Cl)NC(C1=CC(=CC(=C1)C(F)(F)F)F)=O